ethyl 5-(2-fluoro-5-(trifluoromethyl) benzyl)-4H-1,2,4-triazole-3-carboxylate FC1=C(CC=2NC(=NN2)C(=O)OCC)C=C(C=C1)C(F)(F)F